bromo-4-(cyclopropylsulfonyl)benzene BrC1=CC=C(C=C1)S(=O)(=O)C1CC1